3-(2,5-bis-trifluoromethylbenzyl)-5-chloro-benzaldehyde FC(C1=C(CC=2C=C(C=O)C=C(C2)Cl)C=C(C=C1)C(F)(F)F)(F)F